C(C)OC(=O)C1=CC=NC2=CC=C(C=C12)Br.FC1=CC=C(C=C1)C1CN(C1)C=1C=C2C(=CC=NC2=CC1)C(=O)OCC Ethyl 6-(3-(4-fluorophenyl)azetidin-1-yl)quinoline-4-carboxylate Ethyl-6-bromoquinoline-4-carboxylate